BrC=1C2=C(C(=NC1C)N)COC2 7-bromo-6-methyl-1,3-dihydrofuro[3,4-c]pyridin-4-amine